4-[3-chloro-8-fluoro-6-(2-methylimidazo[1,2-b]pyridazin-6-yl)imidazo[1,2-a]pyridin-2-yl]piperidine-1-carboxylic acid tert-butyl ester C(C)(C)(C)OC(=O)N1CCC(CC1)C=1N=C2N(C=C(C=C2F)C=2C=CC=3N(N2)C=C(N3)C)C1Cl